(6-Bromo-2-ethyl-imidazo[1,2-a]pyridin-3-yl)-methyl-amine BrC=1C=CC=2N(C1)C(=C(N2)CC)NC